butyl (6-chloro-4-(1,3,6,2-dioxazaborocan-2-yl)pyridin-3-yl)carbamate ClC1=CC(=C(C=N1)NC(OCCCC)=O)B1OCCNCCO1